(1s,3s)-3-(difluoromethyl)cyclobutyl (4-cyclobutyl-3-cyclopentyl-1-methyl-1H-pyrazol-5-yl)carbamate C1(CCC1)C=1C(=NN(C1NC(OC1CC(C1)C(F)F)=O)C)C1CCCC1